N-(3-benzoyl-5-fluorophenyl)-1-(3-cyanophenyl)-3-(trifluoromethyl)-1H-pyrazole-5-carboxamide C(C1=CC=CC=C1)(=O)C=1C=C(C=C(C1)F)NC(=O)C1=CC(=NN1C1=CC(=CC=C1)C#N)C(F)(F)F